ammonia propyl-acrylate C(CC)OC(C=C)=O.N